FC1(OC=2C=C(C=C(C2[C@@H]2[C@H]1CCCC2)O)C)P (6Ar,10aS)-6-fluoro-3-methyl-6-phosphanyl-6a,7,8,9,10,10a-hexahydrobenzo[c]chromen-1-ol